(1R,2S)-1-(3,5-dichloro-2-hydroxybenzylidene)amino-2-indanol tert-Butyl-(2S,4R)-4-[tert-butyl(dimethyl)silyl]oxy-2-carbamoylpyrrolidine-1-carboxylate C(C)(C)(C)[C@]1(N(C[C@@H](C1)O[Si](C)(C)C(C)(C)C)C(=O)O[C@@H]1[C@@H](C2=CC=CC=C2C1)N=CC1=C(C(=CC(=C1)Cl)Cl)O)C(N)=O